FC=1C=2N(C=C(C1NC1=C(C=C(C=C1)I)F)C(=O)N1CC(C1)(O)[C@H](C)NC1C(CCC1)(C)O)C=CN2 1-({8-fluoro-7-[(2-fluoro-4-iodophenyl)amino]imidazo[1,2-a]pyridin-6-yl}carbonyl)-3-{(1S)-1-[(2-hydroxy-2-methylcyclopentyl)amino]ethyl}azetidin-3-ol